N1N=NN=C1CCCC(=O)O Tetrazole-Butanoic Acid